[Si](C1=CC=CC=C1)(C1=CC=CC=C1)(C(C)(C)C)OC1C(COC1)(C)N1CCC(CC1)C=1C=C2C=C(N=CC2=CC1Cl)C1(C(C1)C1=NN(N=C1)C)C(=O)N (6-(1-(4-((tert-butyldiphenylsilyl)oxy)-3-methyltetrahydrofuran-3-yl)piperidin-4-yl)-7-chloroisoquinolin-3-yl)-2-(2-methyl-2H-1,2,3-triazol-4-yl)cyclopropane-1-carboxamide